CN1C(=NC=C1)C1(NC(NC1=O)=O)CCC(=O)O 3-(4-(1-Methyl-1H-imidazol-2-yl)-2,5-dioxoimidazolidin-4-yl)propionic acid